ClC1=C(C=CC=C1C1=C(C(=NC=C1)Cl)Cl)C1=CC=C(C(=N1)OC)CN(C(OC(C)(C)C)=O)C(C)C tert-Butyl ((6-(2-chloro-3-(2,3-dichloropyridin-4-yl)phenyl)-2-methoxypyridin-3-yl)methyl)(isopropyl)carbamate